(R)-4,4-dimethyl-2-oxotetrahydrofuran-3-yl (E)-but-2-enoate C(\C=C\C)(=O)O[C@H]1C(OCC1(C)C)=O